ethyl 2-[4-[3-(3-bromo-2-methyl-phenoxy)-2,2-difluoro-propyl]-1-piperidyl]acetate BrC=1C(=C(OCC(CC2CCN(CC2)CC(=O)OCC)(F)F)C=CC1)C